(5-bromo-2-(chloromethyl)-1H-imidazo[4,5-b]pyridin-1-yl)propan-1-ol BrC1=CC=C2C(=N1)N=C(N2C(CC)O)CCl